((R)-hydroxy-(4-isopropyl-phenyl)-{5-[2-oxo-2-(tetrahydro-pyran-4-yl)-ethylcarbamoyl]-pyridin-3-yl}-methyl)-3-methyl-azetidine-1-carboxylic acid tert-butyl ester C(C)(C)(C)OC(=O)N1C(C(C1)C)[C@](C=1C=NC=C(C1)C(NCC(C1CCOCC1)=O)=O)(C1=CC=C(C=C1)C(C)C)O